COC=1C(=C2C=CN(C2=C(C1)C)C(=O)OC(C)(C)C)CN1C(CNCCC1)C1=CC=C(C=C1)C(=O)OC tert-Butyl 5-methoxy-4-((2-(4-(methoxycarbonyl)phenyl)-1,4-diazepan-1-yl)methyl)-7-methyl-1H-indole-1-carboxylate